3-(methoxymethyl)-4-(4,4,5,5-tetramethyl-1,3,2-dioxaborolan-2-yl)-5-(2-trimethylsilylethoxymethoxy)benzonitrile COCC=1C=C(C#N)C=C(C1B1OC(C(O1)(C)C)(C)C)OCOCC[Si](C)(C)C